C(#N)C=1C(=CC(=NC1N1[C@H](CC1)C)N1CC2(CN(C2)CC(=O)O)C1)C(F)(F)F (S)-2-(6-(5-cyano-6-(2-methylazetidine-1-yl)-4-(trifluoromethyl)pyridin-2-yl)-2,6-diazaspiro[3.3]heptan-2-yl)acetic acid